C(C1=CC=CC=C1)N1C2=NC=NC(=C2N=C1C1=C(C=C(C=C1)OCCN1C[C@H](NCC1)C)Cl)OC1(CC1)C (R)-9-benzyl-8-(2-chloro-4-(2-(3-methylpiperazin-1-yl)ethoxy)phenyl)-6-(1-methylcyclopropoxy)-9H-purine